(5-amino-2-morpholinyl-benzo[d]oxazol-6-yl)methanol tert-butyl-(1-(5-(ethylthio)-3,6-dimethoxypyridin-2-yl)propan-2-yl)carbamate C(C)(C)(C)N(C(=O)OCC1=CC2=C(N=C(O2)N2CCOCC2)C=C1N)C(CC1=NC(=C(C=C1OC)SCC)OC)C